tert-butyl (3-(7-cyano-9-(4-methoxyphenyl)-3-oxo-1H-pyrrolo[3,4-b]indolizin-2(3H)-yl)propyl)carbamate C(#N)C=1C=CN2C3=C(C(=C2C1)C1=CC=C(C=C1)OC)CN(C3=O)CCCNC(OC(C)(C)C)=O